ClC=1C(=CC(=C(C(=O)NS(=O)(=O)N2CC(C2)O[C@@H]2CN(CCC2)C(=O)OCC2=CC=CC=C2)C1)F)OCC1CCCC1 (S)-benzyl 3-((1-(N-(5-chloro-4-(cyclopentylmethoxy)-2-fluorobenzoyl)-sulfamoyl)azetidin-3-yl)oxy)piperidine-1-carboxylate